3-(6-(5-(((1s,3s)-adamantan-1-yl)amino)pent-1-yn-1-yl)-2-methyl-4-oxoquinazoline-3(4H)-yl)piperidine-2,6-dione C12(CC3CC(CC(C1)C3)C2)NCCCC#CC=2C=C3C(N(C(=NC3=CC2)C)C2C(NC(CC2)=O)=O)=O